O1C(=CC=C1)C=1C=C2CC(C(C2=CC1)NC(O[C@@H]1CN2CCC1CC2)=O)(C)C (S)-quinuclidin-3-yl (5-(furan-2-yl)-2,2-dimethyl-2,3-dihydro-1H-inden-1-yl)carbamate